BrC1=CC(=C(C=C1)O)C=NC1=C(C(=CC=C1)Cl)Cl 4-bromo-2-((2,3-dichlorophenylimino)-methyl)phenol